COC1=CC(=C(C=C1NC1=NC=NC(=C1)N1OCC[C@@H]1C1=C(C(=C(C=C1)F)F)F)NC(C=C)=O)N1CCC(CC1)N1CCN(CC1)C N-(4-methoxy-2-(4-(4-methylpiperazine-1-yl)piperidine-1-yl)-5-((6-((R)-3-(2,3,4-trifluorophenyl)isoxazolidine-2-yl)pyrimidine-4-yl)amino)phenyl)acrylamide